C(C)(=O)C[C@H]1O[C@@H]([C@H]([C@H]1CC(=O)[O-])CC(=O)[O-])C=1C(NC(NC1)=O)=O.[F-].[Y+3].[Na+] sodium-yttrium fluoride (2R,3R,4S,5S)-2-(acetylmethyl)-5-(2,4-dioxo-1,2,3,4-tetrahydropyrimidin-5-yl)tetrahydrofuran-3,4-diyl-diacetate